C[O-].C(C=C)(=O)OCCC[Zr+](CCCOC(C=C)=O)CCCOC(C=C)=O tris(3-acryloxypropyl)zirconium (IV) methoxide